ClC1=CC=C(C(=C1C(=O)NC1=C2C(N(CC2=CC=C1)C(C(C)(C)O)C1CC1)=O)F)C 6-chloro-N-(2-(1-cyclopropyl-2-hydroxy-2-methylpropyl)-3-oxoisoindolin-4-yl)-2-fluoro-3-methylbenzamide